[Si](C)(C)(C(C)(C)C)O[C@@H]1CN=C(C1)C(=O)OC methyl (3S)-3-[tert-butyl(dimethyl)silyl]oxy-3,4-dihydro-2H-pyrrole-5-carboxylate